(2R,3S,4S,5R,6R)-2-(Hydroxymethyl)-6-[(2R,3R,4S,5S,6R)-3,4,5-trihydroxy-6-(hydroxymethyl)oxan-2-yl]oxyoxane-3,4,5-triol OC[C@H]1O[C@@H]([C@@H]([C@H]([C@@H]1O)O)O)O[C@H]1O[C@@H]([C@H]([C@@H]([C@H]1O)O)O)CO